C(C1=CC=CC=C1)OC(=O)C1=CC2=C(S1)C=CC(=C2)[C@H](F)P(=O)(OCC)OCC |o1:19| (R) or (S)-5-((diethoxyphosphoryl)fluoromethyl)benzo[b]thiophene-2-carboxylic acid benzyl ester